4-[1-(4-Nitrophenyl)pyrazol-4-yl]morpholine [N+](=O)([O-])C1=CC=C(C=C1)N1N=CC(=C1)N1CCOCC1